2-chloro-3-amino-6-methylphenol ClC1=C(C(=CC=C1N)C)O